ClC1=CC=C2C(=N1)NC=C2S(=O)(=O)NC=2C(=NC(=C(C2)F)OCC(F)F)OC 6-chloro-N-[6-(2,2-difluoroethoxy)-5-fluoro-2-methoxy-3-pyridyl]-1H-pyrrolo[2,3-b]pyridine-3-sulfonamide